monocalcium phosphate dihydrate O.O.P(=O)([O-])([O-])O.[Ca+2]